2-(2-methyl-thiazol-5-yl)-but-3-yn CC=1SC(=CN1)C(C)C#C